(7R)-3-cyclopropyl-N-(2-fluoro-2-methylpropyl)-7-[[6-(5-methyl-1,2,4-oxadiazol-3-yl)pyridin-3-yl]amino]-7,8-dihydro-6H-cyclopenta[g]isoquinoline-5-sulfonamide C1(CC1)C=1N=CC=2C=C3C(=C(C2C1)S(=O)(=O)NCC(C)(C)F)C[C@@H](C3)NC=3C=NC(=CC3)C3=NOC(=N3)C